The molecule is a pyranone that is 4-hydroxy-3-methyl-2H-pyran-2-one in which two of the hydrogens of the methyl group are replaced by a cycloprop-2-en-1-yl group and a 3-{[N-(tert-butoxycarbonyl)-beta-alanyl]amino}phenyl group (S-configuration) and in which the hydrogen at position 6 is replaced by a 1-phenylbutan-2-yl group (R-configuration). It has a role as a HIV protease inhibitor. It is a member of cyclopropenes, a carbamate ester, an anilide, a monocarboxylic acid amide and a member of 2-pyranones. CC[C@H](CC1=CC=CC=C1)C2=CC(=C(C(=O)O2)[C@@H](C3C=C3)C4=CC(=CC=C4)NC(=O)CCNC(=O)OC(C)(C)C)O